C(C)OC(CN1N=CC=C1C(=O)O)=O 1-(2-ethoxy-2-oxoethyl)-1H-pyrazole-5-carboxylic acid